6,7-dimethoxy-N-{1-[5-(2-{1-[(2-methoxyethyl)amino]methyl}phenyl)thiophen-2-yl]ethyl}-2-methylquinazolin-4-amine COC=1C=C2C(=NC(=NC2=CC1OC)C)NC(C)C=1SC(=CC1)C1=C(C=CC=C1)CNCCOC